[Sb]=S.[Sn] Tin antimony sulfide